C(C)NC(=O)NC1=NC=NC(=C1)CC1CCN(CC1)C=1C(=NC(=CC1)N1N=CC=C1)C 1-ethyl-3-(6-((1-(2-methyl-6-(1H-pyrazol-1-yl)pyridin-3-yl)piperidin-4-yl)methyl)pyrimidin-4-yl)urea